C(C)(=O)OCCC=NCCCCCCC 3-heptyliminopropyl acetate